2-[2-(aminomethyl)-3,3-difluoro-allyl]-4-[[5-(1-ethylpyrazol-4-yl)-2-thienyl]methyl]-1,2,4-triazol-3-one NCC(CN1N=CN(C1=O)CC=1SC(=CC1)C=1C=NN(C1)CC)=C(F)F